tert-butyl (1R,5S)-3-(7-chloro-2-(((S)-1,2-dimethylpyrrolidin-2-yl)methoxy)-8-fluoropyrido[4,3-d]pyrimidin-4-yl)-3,8-diazabicyclo[3.2.1]octane-8-carboxylate ClC1=C(C=2N=C(N=C(C2C=N1)N1C[C@H]2CC[C@@H](C1)N2C(=O)OC(C)(C)C)OC[C@]2(N(CCC2)C)C)F